bis-[3-(triethoxysilyl)-propyl] disulphide C(C)O[Si](CCCSSCCC[Si](OCC)(OCC)OCC)(OCC)OCC